N-(4-cyclobutyl-1-methyl-5-(4-(trifluoromethoxy)phenyl)-1H-pyrazol-3-yl)-2-(1-(trifluoromethyl)cyclobutyl)acetamide C1(CCC1)C=1C(=NN(C1C1=CC=C(C=C1)OC(F)(F)F)C)NC(CC1(CCC1)C(F)(F)F)=O